CC(C)(C=CCCCC)C 2,2-dimethyl-3-octene